methyl (S)-2-((tert-butoxycarbonyl)amino)-3-(4-chlorobutanamido)propanoate C(C)(C)(C)OC(=O)N[C@H](C(=O)OC)CNC(CCCCl)=O